(S)-2-((4-((2-hydroxy-1-phenylethyl)amino)-5-(5-methyl-1,3,4-oxadiazol-2-yl)pyridin-2-yl)amino)-7,7-dimethylfuro[3,4-d]pyrimidin-5(7H)-one OC[C@H](C1=CC=CC=C1)NC1=CC(=NC=C1C=1OC(=NN1)C)NC=1N=CC2=C(N1)C(OC2=O)(C)C